[1,1':4',1'']terphenyl-3,3',5,5'-tetracarboxylic acid C1(=CC(=CC(=C1)C(=O)O)C(=O)O)C1=CC(=C(C(=C1)C(=O)O)C1=CC=CC=C1)C(=O)O